O[C@H]1[C@@H]([C@@H]2[C@@H](OCC(CC2)CCCC(=O)O)C1)\C=C\[C@H](COC1=CC=CC=C1)O 4-{(5aR,6R,7R,8aS)-7-hydroxy-6-[(E,3R)-3-hydroxy-4-phenoxy-1-buten-1-yl]octahydro-2H-cyclopenta[b]oxepin-3-yl}butanoic acid